CC1CN(C(C=2N1C1=C(C2)SC=N1)=O)CC(=O)NC1=NC=CC=N1 2-(5-Methyl-8-oxo-5,6-dihydrothiazolo[5',4':4,5]pyrrolo[1,2-a]pyrazin-7(8H)-yl)-N-(pyrimidin-2-yl)acetamide